N1=C(NC2=NC=CC=C21)N[C@@H]2C[C@H](CC2)NC2=CC=C(C=N2)N2C(C(=CC=C2)OC(F)(F)F)=O 6'-(((1S,3S)-3-((3H-Imidazo[4,5-b]pyridin-2-yl)amino)cyclopentyl)amino)-3-(trifluoromethoxy)-2H-[1,3'-bipyridin]-2-one